1,1,2,3-tetrafluoro-1-Chloropropane FC(C(CF)F)(Cl)F